(2-bromoethoxy)-tertiary butyl-dimethyl-silane BrCCO[Si](C)(C)C(C)(C)C